CC=1C=CC2=C(N(C(=N2)CCS(=O)(=O)O)COCC[Si](C)(C)C)C1.C(C)(C)C=1N=C(SC1)C ISOPROPYL-METHYL-THIAZOLE (6-methyl-1-((2-(trimethylsilyl)ethoxy)methyl)-1H-benzo[d]imidazol-2-yl)methyl-methanesulfonate